6-[(4-fluorophenyl)methyl]-3,3-dimethyl-5-oxo-1H,2H,3H,4H,5H-pyrrolo[3,2-b]pyridine-1-carboxylic acid tert-butyl ester C(C)(C)(C)OC(=O)N1CC(C=2NC(C(=CC21)CC2=CC=C(C=C2)F)=O)(C)C